CC1(C(C1C(=O)OCC2=CC(=CC=C2)OC3=CC=CC=C3)C=C(Cl)Cl)C 3-Phenoxybenzyl (1RS)-cis,trans-3-(2,2-dichlorovinyl)-2,2-dimethylcyclopropanecarboxylate